(E)-4-((4'-hexyl-[1,1'-biphenyl]-4-yl)methylene)-7-methoxy-2-methyl-1,2,3,4-tetrahydroacridine-9-carboxylic acid C(CCCCC)C1=CC=C(C=C1)C1=CC=C(C=C1)\C=C\1/CC(CC2=C(C3=CC(=CC=C3N=C12)OC)C(=O)O)C